C(C)C1=NC=C(C(=C1)C1=C(C=NC(=C1)C)C(=O)NC=1SC(=NN1)OC)OC 2'-ethyl-5'-methoxy-N-(5-methoxy-1,3,4-thiadiazol-2-yl)-6-methyl-(4,4'-bipyridine)-3-carboxamide